cis-decahydro-3a,5a,8a,10a-tetraaza-pyrene C1CCN2CCN3CCCN4CCN1C2=C34